FC=1C=C(C=C(C1)F)C1=NC=CC(=C1OC)CC(=O)OC methyl 2-[2-(3,5-difluorophenyl)-3-methoxypyridin-4-yl]acetate